[NH4+].N(C1=CC=CC=C1)C=1C=CC=C2C=CC=C(C12)S(=O)(=O)[O-] 8-anilino-1-naphthalenesulfonic acid ammonium salt